CC(=O)NC1=NC2=CC=CC=C2N1 N-(1H-benzimidazol-2-yl)acetamide